C(C(C)C)N1C(N(CC1)C1=CC(=C(N=N1)C(=O)NC([2H])([2H])[2H])NC1=C(C(=CC=C1)C1=NN(C=N1)C)OC)=O 6-(3-isobutyl-2-oxo-imidazolidin-1-yl)-4-[2-methoxy-3-(1-methyl-1,2,4-triazol-3-yl)anilino]-N-(trideuteriomethyl)pyridazine-3-carboxamide